2-(3-Hydroxy-2,6-dimethylphenyl)-4-methyl-7-(1-methyl-1H-pyrazol-4-yl)-2,8-dihydro-9H-2,3,5,8-tetraazabenzo[cd]azulene-9-one OC=1C(=C(C(=CC1)C)N1C=C2C(NC(=CC=3C2=C1N=C(N3)C)C=3C=NN(C3)C)=O)C